4-(6-(pyridin-4-yl)imidazo[1,2-b]pyridazin-3-yl)benzaldehyde N1=CC=C(C=C1)C=1C=CC=2N(N1)C(=CN2)C2=CC=C(C=O)C=C2